N-(1-naphthyl)-N-phenyl-methacrylamide C1(=CC=CC2=CC=CC=C12)N(C(C(=C)C)=O)C1=CC=CC=C1